4-(5-fluoro-2-(methylthio)pyrimidin-4-yl)-1H-pyrazole FC=1C(=NC(=NC1)SC)C=1C=NNC1